O1C(=CC=C1)C=1C(C(C(=NC1)C)C(=O)N)=O 5-(furan-2-yl)-2-methyl-4-oxopyridine-3-carboxamide